C(C)(C)N1N=C(C(=C1C)O)C1=CC=C(C=C1)OC 1-isopropyl-3-(4-methoxyphenyl)-5-methyl-1H-pyrazole-4-ol